OCC1C(C(C1)=O)(C)C 3-hydroxymethyl-2,2-dimethylcyclobutanone